C1(=CC=CC=C1)C#CC1=C(C=CC=C1)SC=C (2-(phenylethynyl)phenyl)(vinyl)sulfane